ethyl 3-(2-nitrophenyl)-2,3-dibromopropionate [N+](=O)([O-])C1=C(C=CC=C1)C(C(C(=O)OCC)Br)Br